(4R)-2-bromo-4-methyl-4,5,6,7-tetrahydropyrazolo[1,5-a]pyrazine BrC1=NN2C([C@H](NCC2)C)=C1